C(C(C(C)N)N)N 1,2,3-butanetriamine